ClC=1C=NC=CC1C=1N=C(C2=C(N1)C=NC=C2)NC(C)CCC 2-(3-chloropyridin-4-yl)-N-(4-methylbutan-2-yl)pyrido[3,4-d]pyrimidin-4-amine